2-[4-(4-amino-2,6-difluorophenoxy)-1-{[2-(trimethylsilyl)ethoxy]methyl}-1H-pyrrolo[2,3-b]pyridin-3-yl]benzonitrile NC1=CC(=C(OC2=C3C(=NC=C2)N(C=C3C3=C(C#N)C=CC=C3)COCC[Si](C)(C)C)C(=C1)F)F